CN(C)CC1=C(C=C(C(=O)N[C@@H](CC=2C(=C(C(=O)OC(C)(C)C)C=CC2)OC)B2OC3(C4C(C(CC3O2)C4)(C)C)C)C=C1)[N+](=O)[O-] tert-butyl 3-((2R)-2-(4-((dimethylamino)methyl)-3-nitrobenzamido)-2-(2,9,9-trimethyl-3,5-dioxa-4-bora-tricyclo[6.1.1.02,6]dec-4-yl)ethyl)-2-methoxybenzoate